C(C)(C)(C)OC(=O)NC1=C(C(=C(C=C1)B(O)O)F)F (4-((tert-butoxycarbonyl)amino)-2,3-difluorophenyl)boronic acid